N-((2S)-1,1-dicyclopropyl-3-((4-(cyclopropyl(4,4,4-trifluorobutan-amido)methyl)pyridin-2-yl)amino)-3-oxopropan-2-yl)-1-isopropyl-1H-pyrazole-5-carboxamide C1(CC1)C([C@@H](C(=O)NC1=NC=CC(=C1)C(NC(CCC(F)(F)F)=O)C1CC1)NC(=O)C1=CC=NN1C(C)C)C1CC1